COC(CC[C@H]1C=2N(C3=C(C(=N1)C1=CC=CC=C1)C=CC=C3)C(=NN2)S)=O.N2(CCNCC2)C2=CC=C(C=C2)CCC(=O)N2CCCCC2 1-(3-(4-(piperazin-1-yl)phenyl)propanoyl)piperidine methyl-(S)-3-(6-phenyl-1-mercapto-4H-benzo[f][1,2,4]triazolo[4,3-a][1,4]diazepin-4-yl)propionate